(R)-(2-((2,4-dimethoxybenzyl)amino)-4-((1-hydroxyl-2-methylhexan-2-yl)amino)pyrido[3,2-d]pyrimidin-7-yl)boronic acid COC1=C(CNC=2N=C(C3=C(N2)C=C(C=N3)B(O)O)N[C@@](CO)(CCCC)C)C=CC(=C1)OC